N-((3S,4R,5R,6R)-4,5-bis(benzyloxy)-6-((benzyloxy)methyl)tetrahydro-2H-pyran-3-yl)-4-(trifluoromethyl)pyridin-2-amine C(C1=CC=CC=C1)O[C@@H]1[C@H](CO[C@@H]([C@@H]1OCC1=CC=CC=C1)COCC1=CC=CC=C1)NC1=NC=CC(=C1)C(F)(F)F